C=C1OOCCCC1 3-methylene-dioxepane